NC1=C(C=C(C=C1F)O)F 4-Amino-3,5-difluorophenol